OCC1CCC(CC1)N1N=C2C=C(C(=CC2=C1)NC(=O)C1=NC(=CC=C1)C)C(=O)OC Methyl 2-[4-(hydroxymethyl)cyclohexyl]-5-[(6-methylpyridine-2-carbonyl)amino]indazole-6-carboxylate